3-[(2-{5-[(1R,4R,7R)-7-amino-2-azabicyclo[2.2.1]heptane-2-carbonyl]-7-methoxy-1-methyl-1H-1,3-benzodiazol-2-yl}-1-(cyclopropylmethyl)-1H-pyrrolo[2,3-b]pyridin-6-yl)amino]benzamide N[C@H]1[C@@H]2N(C[C@H]1CC2)C(=O)C2=CC1=C(N(C(=N1)C1=CC=3C(=NC(=CC3)NC=3C=C(C(=O)N)C=CC3)N1CC1CC1)C)C(=C2)OC